(2S,3R,4R,5S,6S)-2-(((2R,4aR,6S,7R,8S,8aR)-8-(benzyloxy)-6-methoxy-2-phenylhexahydropyrano[3,2-d][1,3]dioxin-7-yl)oxy)-6-methyltetrahydro-2H-pyran-3,4,5-triyl triacetate C(C)(=O)O[C@H]1[C@@H](O[C@H]([C@@H]([C@H]1OC(C)=O)OC(C)=O)C)O[C@@H]1[C@H]([C@@H]2O[C@@H](OC[C@H]2O[C@@H]1OC)C1=CC=CC=C1)OCC1=CC=CC=C1